C1(CCC1)C(CC1=CC(=CC(=C1)F)F)=O 1-cyclobutyl-2-(3,5-difluorophenyl)ethanone